4-(1-Isocyanocyclopropyl)benzoic acid methyl ester COC(C1=CC=C(C=C1)C1(CC1)[N+]#[C-])=O